2,5-di-isooctyl-hydroquinone C(CCCCC(C)C)C1=C(O)C=C(C(=C1)O)CCCCCC(C)C